BrC=1C(=NN(C1)C)CN(C(OC(C)(C)C)=O)C tert-Butyl ((4-bromo-1-methyl-1H-pyrazol-3-yl)methyl)(methyl)carbamate